(2-naphthyl)-L-alanine C1=C(C=CC2=CC=CC=C12)N[C@@H](C)C(=O)O